FC1(OC2=C(O1)C=CC(=C2)CN2C[C@@H](N(C[C@H]2CC)C=2C1=C(N(C(N2)=O)C)C=CC(=N1)C#N)C)F 4-((2S,5R)-4-((2,2-difluorobenzo[d][1,3]dioxol-5-yl)methyl)-5-ethyl-2-methylpiperazin-1-yl)-1-methyl-2-oxo-1,2-dihydropyrido[3,2-d]pyrimidine-6-carbonitrile